OCCCNC(=N)N 1-(3-hydroxypropyl)guanidine